C(#N)C=1C=C(OCCO[C@H]2CN(CC2)C(=O)OC(C)(C)C)C=CC1 tert-butyl (3R)-3-[2-(3-cyanophenoxy)ethoxy]pyrrolidine-1-carboxylate